perfluoro(5-methyl-4,7-dioxa-6-heptene) FC(C(C(OC(C(=O)F)(C(F)(F)F)F)(F)F)(F)F)(F)F